butyl-xanthic acid C(CCC)OC(=S)S